Acetyl-6-methyl-2-(piperidin-1-yl)quinoline-4-carbonitrile C(C)(=O)C=1C(=NC2=CC=C(C=C2C1C#N)C)N1CCCCC1